(R)-3-((3-(1-aminoprop-2-yl)phenyl)amino)-6-ethyl-5-methylpyrazine-2-carboxamide NC[C@H](C)C=1C=C(C=CC1)NC=1C(=NC(=C(N1)C)CC)C(=O)N